[3,4'-bipyridyl]-6-carboxamide N1=CC(=CC=C1C(=O)N)C1=CC=NC=C1